tert-butyl (3-(2-(2,6-dioxopiperidin-3-yl)-1-oxoisoindolin-4-yl)cyclopent-3-en-1-yl)carbamate O=C1NC(CCC1N1C(C2=CC=CC(=C2C1)C=1CC(CC1)NC(OC(C)(C)C)=O)=O)=O